FC1CN(CCC1C1=CC2=C(NC(O2)=O)C=C1)C1C(N(CC1)C([2H])([2H])C1=C(C=C(C=C1)C([2H])([2H])[2H])F)=O 6-(3-fluoro-1-(1-((2-fluoro-4-(methyl-d3)phenyl)methyl-d2)-2-oxopyrrolidin-3-yl)piperidin-4-yl)benzo[d]oxazol-2(3H)-one